[SiH3]O[SiH3] disiloxane